C(#N)C1=CC=C(S1)COC1=CC=CC(=N1)C1=CC(=C(CC2=NC3=C(N2CC2OCC2)C=C(C=C3OC)C(=O)O)C=C1F)F 2-(4-(6-((5-cyanothiophen-2-yl)methoxy)pyridin-2-yl)-2,5-difluorobenzyl)-4-methoxy-1-(oxetan-2-ylmethyl)-1H-benzo[d]imidazole-6-carboxylic acid